3,5-dibromo-1-isobutylpyrazole BrC1=NN(C(=C1)Br)CC(C)C